ethyl-3,4-ethylenedioxyfuran C(C)C=1OC=C2C1OCCO2